ClC=1C(=C(C=CC1)NC1=NC=NC2=CC(=C(C=C12)[N+](=O)[O-])C#CC12CCN(CC1)CC2)F N-(3-chloro-2-fluorophenyl)-6-nitro-7-(quinuclidin-4-ylethynyl)quinazolin-4-amine